C(#N)C1=CC(=C(C=C1)N1C=C(C=2C1=NC=C(C2)C=2C(=NOC2C)C)C=2C(=CC(=NC2OCC)C(=O)O)OCC)F 5-(1-(4-cyano-2-fluorophenyl)-5-(3,5-dimethylisoxazol-4-yl)-1H-pyrrolo[2,3-b]pyridin-3-yl)-4,6-diethoxypicolinic acid